COC=1C=C(C(=O)O)C=CC1 3-methyl-Oxybenzoic acid